FC=1C=CC2=C(CCO2)C1CNC1=NC=C(C=2N1C=C(N2)C#N)C=2C=C1CCNCC1=CC2 5-(((5-fluoro-2,3-dihydrobenzofuran-4-yl)methyl)amino)-8-(1,2,3,4-tetrahydroisoquinolin-6-yl)imidazo[1,2-c]pyrimidine-2-carbonitrile